C1=CC=CC=2C3=CC=CC=C3C(C12)N(C1(CCC1)C(=O)O)C(=O)OC 1-(9H-fluoren-9-yl-methoxycarbonyl-amino)cyclobutan-1-carboxylic acid